N4-(1-methyl-1H-benzo[d]imidazol-6-yl)-N2-(3-(methylsulfonamido)phenyl)thiophene-2,4-dicarboxamide CN1C=NC2=C1C=C(C=C2)NC(=O)C=2C=C(SC2)C(=O)NC2=CC(=CC=C2)NS(=O)(=O)C